1-[(1R)-2-[2-[(1S)-2-benzyloxy-1-methyl-ethoxy]ethoxy]-1-methyl-ethyl]-4-bromo-pyrazole C(C1=CC=CC=C1)OC[C@@H](OCCOC[C@@H](C)N1N=CC(=C1)Br)C